(R)-1-(1-ethyl-3,3-difluoropiperidin-4-yl)-8-(6-methoxypyridin-3-yl)-3-methyl-1,3-dihydro-2H-imidazo[4,5-c]quinolin-2-one C(C)N1CC([C@@H](CC1)N1C(N(C=2C=NC=3C=CC(=CC3C21)C=2C=NC(=CC2)OC)C)=O)(F)F